C(C)(C)N1C=NC(=C1)C(=O)C12CNCC2C1C(=O)O (1-isopropyl-1H-imidazol-4-yl)carbonyl-3-azabicyclo[3.1.0]hexane-6-carboxylic acid